2-{4-[5-chloro-2-(4-chloro-1H-1,2,3-triazol-1-yl)phenyl]-5-methoxy-2-oxopyridin-1(2H)-yl}-N-(2-cyanoquinolin-6-yl)butanamide methyl-α-bromoacrylate COC(C(=C)Br)=O.ClC=1C=CC(=C(C1)C1=CC(N(C=C1OC)C(C(=O)NC=1C=C2C=CC(=NC2=CC1)C#N)CC)=O)N1N=NC(=C1)Cl